2,4-diisopropylphenyl diphenyl phosphate P(=O)(OC1=C(C=C(C=C1)C(C)C)C(C)C)(OC1=CC=CC=C1)OC1=CC=CC=C1